thionobutyrolactone C1(CCCO1)=S